N1(CCCCCC1)C=1N=C(C2=C(C=NNC2=O)N1)NC1=CC=C(C=C1)N1CC(CCC1)CCO 2-(azepan-1-yl)-4-((4-(3-(2-hydroxyethyl)piperidin-1-yl)phenyl)amino)pyrimido[4,5-d]pyridazin-5(6H)-one